5-(3-(6-((4-(2-(2,6-Dioxopiperidin-3-yl)-1-oxoisoindolin-4-yl)but-3-yn-1-yl)carbamoyl)pyridin-3-yl)isoquinolin-8-yl)-7-isopropyl-N,N-dimethyl-1H-indole-3-carboxamide O=C1NC(CCC1N1C(C2=CC=CC(=C2C1)C#CCCNC(=O)C1=CC=C(C=N1)C=1N=CC2=C(C=CC=C2C1)C=1C=C2C(=CNC2=C(C1)C(C)C)C(=O)N(C)C)=O)=O